FC(CN1C(=NC=C1)C=O)(F)F 1-(2,2,2-trifluoroethyl)-1H-imidazole-2-carbaldehyde